putrescine aspartate N[C@@H](CC(=O)O)C(=O)O.NCCCCN